8-(2-hydroxyethyl)-6-(5-methyl-3,4-dihydro-2H-quinoxalin-1-yl)pyrido[2,3-d]pyrimidin-7-one OCCN1C(C(=CC2=C1N=CN=C2)N2CCNC1=C(C=CC=C21)C)=O